C(#N)C1(CC1)NS(=O)(=O)C=1C=C(C=2N(C1)C(=NC2)C=2SC(=NN2)C(F)F)N2CCC(CC2)OCC(F)(F)F N-(1-cyanocyclopropyl)-3-(5-(difluoromethyl)-1,3,4-thiadiazol-2-yl)-8-(4-(2,2,2-trifluoroethoxy)piperidin-1-yl)imidazo[1,5-a]pyridine-6-sulfonamide